tert-butyl (3S,4R)-3-[7-bromo-2-chloro-8-fluoro-6-(trifluoromethyl) quinazolin-4-yl]oxy-4-fluoro-pyrrolidine-1-carboxylate BrC1=C(C=C2C(=NC(=NC2=C1F)Cl)O[C@H]1CN(C[C@H]1F)C(=O)OC(C)(C)C)C(F)(F)F